N1CC(C1)=C1CN(CC1)C1=NC=NC=C1OC1=C(C(=O)N(C(C)C)CC)C=C(C=C1)F 2-(4-(3-(azetidin-3-ylidene)pyrrolidin-1-yl)pyrimidin-5-oxy)-N-ethyl-5-fluoro-N-isopropylbenzamide